C(C)(C)(C)NS(=O)(=O)C1=CC=C(C=C1)N1CC2=C(CC(C1=O)NC([O-])=O)C=CC=C2 2-(4-(N-tert-butylsulfamoyl)phenyl)-3-oxo-2,3,4,5-tetrahydro-1H-benzo[c]azepin-4-ylcarbamate